(4-chlorophenoxy-methyl)-4-((R)-(3-fluorophenyl)(hydroxy)methyl)-7-azabicyclo[2.2.1]heptane-7-carboxylate ClC1=CC=C(OCOC(=O)N2C3CCC2(CC3)[C@H](O)C3=CC(=CC=C3)F)C=C1